2-[4-[(3S)-3-(5-Cyano-3-pyridyl)isoxazolidine-2-carbonyl]-1-piperidyl]-N-[(1-ethyl-4-piperidyl)methyl]pyrimidine-4-carboxamide C(#N)C=1C=C(C=NC1)[C@H]1N(OCC1)C(=O)C1CCN(CC1)C1=NC=CC(=N1)C(=O)NCC1CCN(CC1)CC